NC=1O[C@H]([C@@H](N1)CCC1=CC=C(C=C1)NC(=O)C1=NC=C(N=C1)OCC)C 5-ethoxy-pyrazine-2-carboxylic acid {4-[2-((4S,5S)-2-amino-5-methyl-4,5-dihydro-oxazol-4-yl)-ethyl]-phenyl}-amide